BrC=1C=C2C=CC(=CC2=CC1)OC(C)=O acetic acid (6-bromo-2-naphthyl) ester